di-tert-butyl ((2R,4R)-2-fluoro-5-hydroxypentane-1,4-diyl)dicarbamate F[C@@H](CNC(OC(C)(C)C)=O)C[C@H](CO)NC(OC(C)(C)C)=O